4-amino-isopropyl-pyrazole hydrochloride Cl.NC=1C(=NNC1)C(C)C